BrC=1C=C2C=CC(=NC2=C(C1)I)C#N 6-Bromo-8-iodoquinoline-2-nitrile